Methyl ((trans-4-((4-(2-cyclopropyloxazol-4-yl)pyridin-2-yl) ((trans-4-(5-methoxy-6-methylpyridin-2-yl)cyclohexyl)methyl)carbamoyl) cyclohexyl)methyl)carbamate C1(CC1)C=1OC=C(N1)C1=CC(=NC=C1)N(C(=O)[C@@H]1CC[C@H](CC1)CNC(OC)=O)C[C@@H]1CC[C@H](CC1)C1=NC(=C(C=C1)OC)C